C(C)OC(C(=O)C1CSC2=CC=CC(=C2C1=O)OC)=O 2-(5-methoxy-4-oxothiochroman-3-yl)-2-oxoacetic acid ethyl ester